diethylene glycol diacrylate isophthalate C(C1=CC(C(=O)O)=CC=C1)(=O)O.C(C=C)(=O)O.C(C=C)(=O)O.C(COCCO)O